C(C)N1C=CC=2C1=CN=CC2N2C(N(C(CC2)=O)COCC[Si](C)(C)C)=O 1-(1-ethyl-1H-pyrrolo[2,3-c]pyridin-4-yl)-3-((2-(trimethylsilyl)ethoxy)methyl)dihydropyrimidine-2,4(1H,3H)-dione